methyl (E)-2-methyl-2-pentenoate C/C(/C(=O)OC)=C\CC